NC1=CC=C(C(=N1)C)CN1C=C2N(C([C@H]1NCC1=CC(=CC(=C1)C)C)=O)CCC2 (S)-N-((6-amino-2-methylpyridin-3-yl)methyl)-3-((3,5-dimethylbenzyl)amino)-4-oxo-4,6,7,8-tetrahydropyrrolo[1,2-a]pyrazine